FC1=C2CCC(C2=CC(=C1)F)C#N 4,6-difluoro-2,3-dihydro-1H-indene-1-nitrile